2-isopropyl-2-butyl-1,3-propanediol C(C)(C)C(CO)(CO)CCCC